C(#N)C=1C=C(CN(C(C(CC)(C)C)=O)C)C=CC1 N-(3-cyanobenzyl)-N,2,2-trimethylbutanamide